ClC1=CC=C(OC2=CC=C(CNC3CC4C(CN(C4)C(=O)N4N=C(C=C4)C(=O)O)C3)C=C2)C=C1 1-(trans-5-((4-(4-chlorophenoxy)benzyl)amino)octa-hydrocyclopenta-[c]pyrrole-2-carbonyl)-1H-pyrazole-3-carboxylic acid